NC1=C(C=C2C(=N1)C=C(N2)CN2C(C1=CC(=CC=C1[C@@]21C(N(CC1)CCOC1=CC=C(C=C1)F)=O)F)=O)F (S)-2-((5-Amino-6-fluoro-1H-pyrrolo[3,2-b]pyridin-2-yl)methyl)-5-fluoro-1'-(2-(4-fluorophenoxy)ethyl)spiro[isoindoline-1,3'-pyrrolidine]-2',3-dione